5-(3-((cyclopropylamino)methyl)-3-fluoroazetidin-1-yl)-N-(8-fluoro-2-methylimidazo[1,2-a]pyridin-6-yl)pyrazine-2-carboxamide C1(CC1)NCC1(CN(C1)C=1N=CC(=NC1)C(=O)NC=1C=C(C=2N(C1)C=C(N2)C)F)F